CN1N=C(N=N1)C(=O)N[C@@H]1COC2=C1C=CC(=C2)C2=NC(=NO2)C([2H])([2H])[2H] (S)-2-methyl-N-(6-(3-(methyl-d3)-1,2,4-oxadiazol-5-yl)-2,3-dihydrobenzofuran-3-yl)-2H-tetrazole-5-carboxamide